tert-butyl 2-(3-(4-((7-aminoheptyl)amino)-1-oxoisoindolin-2-yl)-2,6-dioxopiperidin-1-yl)acetate NCCCCCCCNC1=C2CN(C(C2=CC=C1)=O)C1C(N(C(CC1)=O)CC(=O)OC(C)(C)C)=O